(7E,9E)-undeca-7,9-dien-1-al dimethyl-3-cyclopentene-1,1-dicarboxylate COC(=O)C1(CC=CC1)C(=O)OC.C(CCCCC\C=C\C=C\C)=O